1-(5-(3-Butyl-4-oxo-3,4-dihydro-quinazolin-6-yl)pyridin-2-yl)-3-(4-fluorophenyl)urea C(CCC)N1C=NC2=CC=C(C=C2C1=O)C=1C=CC(=NC1)NC(=O)NC1=CC=C(C=C1)F